6-(4-ethoxyphenyl)-N-(2-fluoro-5-(1-hydroxyethyl)phenethyl)pyrazine-2-carboxamide C(C)OC1=CC=C(C=C1)C1=CN=CC(=N1)C(=O)NCCC1=C(C=CC(=C1)C(C)O)F